C(CCCCCCCCC)OCC(O)CO 1-decylglycerol